1-β-hydroxyethylamino-3,4-methylenedioxybenzene OCCNC1=CC2=C(C=C1)OCO2